ClC1=CC=C(C=C1)C=1C=C2C(=NC1)NN=C2S(=O)C=2C(=C(C=CC2F)NS(=O)(=O)CCC)F N-(3-((5-(4-chlorophenyl)-1H-pyrazolo[3,4-b]pyridin-3-yl)sulfinyl)-2,4-difluorophenyl)propane-1-sulfonamide